N-(2-hydroxy-2-methylpropyl)-D-alaninamide OC(CNC([C@H](N)C)=O)(C)C